O=CC[C@H](O)[C@H](O)CO Z-deoxyribose